N-(3-(furan-2-yl)-5-((methylamino)methyl)phenyl)benzenesulfonamide 2-methyl-5-trifluoromethyl-8-quinolate CC1=NC2=C(C=CC(=C2C=C1)C(F)(F)F)C(=O)O.O1C(=CC=C1)C=1C=C(C=C(C1)CNC)NS(=O)(=O)C1=CC=CC=C1